2-(4-((2-((N-cyclopropyl-4-(thiophen-2-yl)benzamido)methyl)benzyl)oxy)phenyl)acetic acid C1(CC1)N(C(C1=CC=C(C=C1)C=1SC=CC1)=O)CC1=C(COC2=CC=C(C=C2)CC(=O)O)C=CC=C1